tert-butyl ((S)-1-(5-carbamoyl-4-((3-((3S,5R)-3,5-dimethylmorpholine-4-carbonyl)phenyl) amino)pyrimidin-2-yl)piperidin-3-yl)carbamate C(N)(=O)C=1C(=NC(=NC1)N1C[C@H](CCC1)NC(OC(C)(C)C)=O)NC1=CC(=CC=C1)C(=O)N1[C@H](COC[C@H]1C)C